Cl.Cl.ClC1=CC=C(C=C1)C1=COC2=CC(=CC=C2C1=O)OCCCCN(C)CCN(C)C 3-(4-Chlorophenyl)-7-(4-((2-(dimethylamino)ethyl)(methyl)amino)butoxy)-4H-chromen-4-one bishydrochloride